OCCC1COCCCN1C(=O)OC(C)(C)C tert-butyl 3-(2-hydroxyethyl)-1,4-oxazepane-4-carboxylate